C(C1=CC=CC=C1)C1=C(C=CC=C1)C1=C(C(=C(C(=C1CC1=CC=CC=C1)CC1=CC=CC=C1)CC1=CC=CC=C1)CC1=CC=CC=C1)CC1=CC=CC=C1 hexa-(benzyl)-biphenyl